1-(difluoromethyl)-2-(3,4-dimethylphenyl)-1,2,3,4-tetrahydroisoquinoline FC(C1N(CCC2=CC=CC=C12)C1=CC(=C(C=C1)C)C)F